2,2-dimethyl-7-(pyridin-2-yl)-1,2,3,4-tetrahydroquinoline CC1(NC2=CC(=CC=C2CC1)C1=NC=CC=C1)C